(S)- and (R)-1-(6-(benzyloxy)-1H-indol-3-yl)-2-((4-fluorophenethyl)amino)-2-phenylethan-1-one C(C1=CC=CC=C1)OC1=CC=C2C(=CNC2=C1)C([C@H](C1=CC=CC=C1)NCCC1=CC=C(C=C1)F)=O |r|